N-(5-(4,6-dimethoxypyrimidin-2-yl)-4-methylthiazol-2-yl)-1H-imidazole-1-carboxamide COC1=NC(=NC(=C1)OC)C1=C(N=C(S1)NC(=O)N1C=NC=C1)C